2-(3-fluorophenyl)-4-methoxyquinoline-7-carbonyl chloride FC=1C=C(C=CC1)C1=NC2=CC(=CC=C2C(=C1)OC)C(=O)Cl